N1N=CC=2C1=NC=C(C2)OCC=2C(=C(C=CC2F)NS(=O)(=O)C=2C(=NC=C(C2)F)C)F N-(3-(((1H-pyrazolo[3,4-b]pyridin-5-yl)oxy)methyl)-2,4-difluorophenyl)-5-fluoro-2-methylpyridine-3-sulfonamide